N-(3-(methylthio)phenyl)-1H-pyrazole-5-carboxamide CSC=1C=C(C=CC1)NC(=O)C1=CC=NN1